[Cl-].[Cl-].[Cl-].[Hf+3].C1=CC=CC1 cyclopentadiene hafnium trichloride